Sodium Tridecylbenzene-sulfonate C(CCCCCCCCCCCC)OS(=O)(=O)C1=CC=CC=C1.[Na]